C[C@@H]1NC(NN=C1C1=CC(=C(C=C1)OC[C@@H]1OCCC1)C(F)(F)F)=O (5S)-5-methyl-6-{4-[(2R)-tetrahydrofuran-2-ylmethoxy]-3-(trifluoromethyl)phenyl}-4,5-dihydro-1,2,4-triazin-3(2H)-one